silaborazine [SiH]1=BN=CC=C1